IC1=CC=C(C=C1)C(C)NC=1C2=C(N=CN1)SC=C2 N-[1-(4-iodophenyl)ethyl]thieno[2,3-d]pyrimidin-4-amine